CO[C@@H]1CC[C@H](CC1)N1C2=NC(=NC=C2N(C1=O)C)NC=1C(=CC2=C(CCO2)C1)C 9-(trans-4-methoxycyclohexyl)-7-methyl-2-((6-methyl-2,3-dihydrobenzofuran-5-yl)amino)-7,9-dihydro-8H-purin-8-one